C(=O)(OC(C)(C)C)NCCCCl BOC-3-chloropropylamine